methyl 4-(4-oxo-1-(2,2,2-trifluoroethyl)piperidin-3-yl)benzoate O=C1C(CN(CC1)CC(F)(F)F)C1=CC=C(C(=O)OC)C=C1